C[C@@]12OO[C@]34[C@@H](CC1)[C@@H](CC[C@H]3[C@H]([C@@H](O[C@@H]4O2)NC(C)=O)C)C N-[(3R,5aS,6R,8aS,9R,10R,12R,12aR)-3,6,9-trimethyldecahydro-12H-3,12-epoxypyrano[4,3-j][1,2]benzodioxepin-10-yl]acetamide